2-methyl-2-{5-[(3-{4-[(3-oxopiperazin-1-yl)methyl]-1-(2,2,2-trifluoroethyl)-1H-indol-2-yl}prop-2-yn-1-yl)amino]pyridin-2-yl}propanenitrile CC(C#N)(C)C1=NC=C(C=C1)NCC#CC=1N(C2=CC=CC(=C2C1)CN1CC(NCC1)=O)CC(F)(F)F